1,2,3-trimethyl-1H-indol-5-amine CN1C(=C(C2=CC(=CC=C12)N)C)C